3-[1-(3-hydroxypropyl)-4-methyl-1H-benzotriazol-5-yl]prop-2-enoate OCCCN1N=NC2=C1C=CC(=C2C)C=CC(=O)[O-]